5-(3,5-Dimethylpiperazin-1-yl)-2-(2,6-dioxopiperidin-3-yl)-4,6,7-trifluoroisoindoline CC1CN(CC(N1)C)C=1C(=C2CN(CC2=C(C1F)F)C1C(NC(CC1)=O)=O)F